C(C1=CC=CC=C1)OC(=O)O[C@H]1[C@@H](O[C@@]([C@H]1OC(=O)OCC1=CC=CC=C1)(CI)F)N1C(=O)NC(=O)C=C1 di-O-benzyloxycarbonyl-5'-deoxy-4'-fluoro-5'-iodouridine